1-(5-(chloromethyl)pyridin-2-yl)-3-ethylurea ClCC=1C=CC(=NC1)NC(=O)NCC